C1N(CC12CCOCC2)C2CCC(CC2)NC2=C1C=C(N(C1=CC=C2)CC(F)(F)F)C#CCNC2=C(C=C(C=C2)S(=O)(=O)NC(C)=O)OC N-((4-((3-(4-(((1S,4S)-4-(7-oxa-2-azaspiro[3.5]nonan-2-yl)cyclohexyl)amino)-1-(2,2,2-trifluoroethyl)-1H-indol-2-yl)prop-2-yn-1-yl)amino)-3-methoxyphenyl)sulfonyl)acetamide